ClC=1C=NC=C(C1[C@@H](C)OC=1C=C2C(=NNC2=CC1OC)C=1C=C(C(=NC1)N1CC(C1)(C)N(S(=O)(=O)C)C)F)Cl (R)-N-(1-(5-(5-(1-(3,5-dichloropyridin-4-yl)ethoxy)-6-methoxy-1H-indazol-3-yl)-3-fluoropyridin-2-yl)-3-methylazetidin-3-yl)-N-methylmethanesulfonamide